NC1=CC(=NN1C)C(=O)OC methyl 5-amino-1-methyl-1H-pyrazole-3-carboxylate